6-(2-amino-6-fluoro-5-(1,2,3,4-tetrahydroisoquinolin-6-yl)pyridin-3-yl)-3,4-dihydroisoquinolin-1(2H)-one, trifluoroacetate salt FC(C(=O)O)(F)F.NC1=NC(=C(C=C1C=1C=C2CCNC(C2=CC1)=O)C=1C=C2CCNCC2=CC1)F